C1(CCC1)\C(=C(/C=1C=C2C=NN(C2=CC1)C)\C1=CC=C(C=C1)/C=C/C(=O)O)\C1=CC=CC=C1 (E)-3-(4-((E)-2-cyclobutyl-1-(1-methyl-1H-indazol-5-yl)-2-phenylvinyl)phenyl)acrylic acid